COC=1C=C(CN2C[C@H](C=C3C4=C5C(C[C@@H]23)=CNC5=CC=C4)C(=O)N4CCCC4)C=CC1 ((6aR,9S)-7-(3-methoxybenzyl)-4,6,6a,7,8,9-hexahydroindolo[4,3-fg]quinolin-9-yl)(pyrrolidin-1-yl)methanone